tert-butyl 5-(difluoromethyl)-3-(4,4,5,5-tetramethyl-1,3,2-dioxaborolan-2-yl)-1H-pyrrolo[2,3-b]pyridine-1-carboxylate FC(C=1C=C2C(=NC1)N(C=C2B2OC(C(O2)(C)C)(C)C)C(=O)OC(C)(C)C)F